C1(CCC1)N1CCN(CC1)[C@H]1CCCC([C@@H]1NC(CC=1C(=C(C=CC1)C1=CC(=CC(=C1)F)F)C1CC1)=O)(F)F N-((1R,6S)-6-(4-cyclobutylpiperazin-1-yl)-2,2-difluorocyclohexyl)-2-(2-cyclopropyl-3',5'-difluoro-[1,1'-biphenyl]-3-yl)acetamide